N1=CC=C(C=C1)CC (pyridin-4-yl)ethane